FC1=CC=C(OC(C(=O)NC2=CC=C(C=C2)C2=CC=C(C=C2)OC)(C)C)C=C1 2-(4-fluorophenoxy)-N-(4'-methoxy-[1,1'-biphenyl]-4-yl)-2-methylpropanamide